4-methoxyphenethylamine chlorobenzenesulfonate ClC1=C(C=CC=C1)S(=O)(=O)O.COC1=CC=C(CCN)C=C1